C1=CC(=CC=C1N=NC2=CC=C(C=C2)S(=O)(=O)O)O 4-hydroxyazobenzene-4'-sulfonic acid